C(C)(C)(C)[C@@H]1CC=2C=C(C(=NC2C=2N1C(=C(C(C2)=O)C(=O)OCC)C)Cl)OCCCOC (S)-Ethyl 6-(tert-butyl)-2-chloro-3-(3-methoxypropoxy)-8-methyl-10-oxo-6,10-dihydro-5H-pyrido[1,2-h][1,7]naphthyridine-9-carboxylate